tert-butyl N-[2-[[[(2S)-2-benzyloxy-2-(trifluoromethyl)pent-4-enoyl]amino]carbamoyl]-6-bromo-5-(trifluoromethyl)-3-pyridyl]carbamate C(C1=CC=CC=C1)O[C@](C(=O)NNC(=O)C1=NC(=C(C=C1NC(OC(C)(C)C)=O)C(F)(F)F)Br)(CC=C)C(F)(F)F